FC(C(=O)[O-])(C(C(C(C(C(C(F)(F)F)(F)F)(F)F)(F)F)(F)F)(F)F)F perfluorooctaneate